2-[3-[(2S)-1-(5-methyl-1H-imidazol-4-yl)propan-2-yl]phenyl]-4-(trifluoromethyl)isoindolin-1-one CC1=C(N=CN1)C[C@H](C)C=1C=C(C=CC1)N1C(C2=CC=CC(=C2C1)C(F)(F)F)=O